4-(naphthalene-2-yl)-1,2,3-thiadiazole C1=C(C=CC2=CC=CC=C12)C=1N=NSC1